ClC1=CC=C(C=C1)C(/C=C/C1=CC=C(OCC(=O)N[C@@H]2[C@@H]([C@@H]3CC[C@H]([C@@H]4CC[C@]5(OO[C@]43[C@H](O2)O5)C)C)C)C=C1)=O 2-[4-[(E)-3-(4-Chlorophenyl)-3-oxoprop-1-enyl]phenoxy]-N-[(1R,4S,5R,8S,9R,10S,12R,13R)-1,5,9-trimethyl-11,14,15,16-tetraoxatetracyclo[10.3.1.04,13.08,13]hexadecan-10-yl]acetamide